trans-4-(trans-4-methyl-cyclohexyl)cyclohexyl-methyl alcohol C[C@@H]1CC[C@H](CC1)[C@@H]1CC[C@H](CC1)CO